C1(CCCC1)N1C[C@]([C@@H](C1)C1=CC=C(C=C1)OC)(C(=O)N1C[C@@H]([C@H](C1)COC)C1=C(C=C(C=C1)C(F)(F)F)N1CCC(CC1)C(=O)O)F 1-{2-[(3S,4R)-1-[(3R,4R)-1-cyclopentyl-3-fluoro-4-(4-methoxyphenyl)pyrrolidine-3-carbonyl]-4-(methoxymethyl)pyrrolidine-3-yl]-5-(trifluoromethyl)phenyl}piperidine-4-carboxylic acid